C(C)(=O)OOCC ethoxyl acetate